Benzo[1,2-b:5,4-b']dithiophene S1C2=C(C=C1)C=C1C(SC=C1)=C2